[N+](=O)([O-])C1=CC2=C(N=C(S2)NS([O-])(=O)=O)C=C1.[Na+] Sodium N-(6-nitro-1,3-benzothiazol-2-yl)sulfamate